ClC1=NC=C(C(=C1)C1=C(C=NC(=C1)C)C(=O)NC=1SC2=C(N1)CN(C2)C(=O)C2=C(C=NN2C)OC)OC 2'-chloro-5'-methoxy-N-(5-(4-methoxy-1-methyl-1H-pyrazole-5-carbonyl)-5,6-dihydro-4H-pyrrolo[3,4-d]thiazol-2-yl)-6-methyl-[4,4'-bipyridine]-3-carboxamide